C(N)(=N)C=1C=C(SC1)[C@H](C)NC(=O)[C@H]1N(C[C@@H](C1)OC1=CC=CC=C1)C(CNC(=O)C=1C=CC=2C(C3=CC=CC=C3C2C1)(F)F)=O (2S,4R)-N-((S)-1-(4-carbamimidoylthiophen-2-yl)ethyl)-1-((9,9-difluoro-9H-fluorene-3-carbonyl)glycyl)-4-phenoxypyrrolidine-2-carboxamide